FC=1C=C2C=NN(C2=CC1C1=CC=CC=2N(C=NC21)CC(=O)NCC(=O)NCC(=O)O)C 2-(2-{2-[4-(5-fluoro-1-methyl-1H-indazol-6-yl)-1H-1,3-benzodiazol-1-yl]acetamido}acetamido)acetic acid